5-((8-((tert-butoxycarbonyl)amino)octyl) (3-((tert-butoxycarbonyl)amino)propyl)amino)-5-oxopentanoate C(C)(C)(C)OC(=O)NCCCCCCCCN(C(CCCC(=O)[O-])=O)CCCNC(=O)OC(C)(C)C